ClC1=C(C(=O)N2COC3=C(C2)C=CC=C3C3=CC(=C(C(=O)OC)C=C3F)N3C2COCC3CC2)C(=CC(=C1)C1=C2C(=CN=C1)N(N=C2)C)Cl.ClC=C(Cl)Cl Trichloroethylen Methyl 4-[3-[2,6-dichloro-4-(1-methylpyrazolo[3,4-c]pyridin-4-yl)benzoyl]-2,4-dihydro-1,3-benzoxazin-8-yl]-5-fluoro-2-(3-oxa-8-azabicyclo[3.2.1]octan-8-yl)benzoate